glycerin bisbehenate C(CCCCCCCCCCCCCCCCCCCCC)(=O)O.C(CCCCCCCCCCCCCCCCCCCCC)(=O)O.OCC(O)CO